OC1(CCCC1)C1=CC(=NC=C1)C(=O)O 4-(1-hydroxycyclopentyl)picolinic acid